2-bromo-2,2-difluoro-N-(2',3',5',6,6-pentafluoro-4-hydroxy-[1,1'-biphenyl]-3-yl)acetamide BrC(C(=O)NC=1C=C(C(CC1O)(F)F)C1=C(C(=CC(=C1)F)F)F)(F)F